C(C)(=O)OC=1C(C(=CC(C1C\C=C(/C)\CCC=C(C)C)=O)CCCCC)=O 5-acetoxy-6-geranyl-3-n-pentyl-1,4-benzoquinone